3-(3-(4-ethylphenyl)-5-phenyl-3H-imidazo[4,5-b]pyridin-2-yl)pyridin-2-amine C(C)C1=CC=C(C=C1)N1C(=NC=2C1=NC(=CC2)C2=CC=CC=C2)C=2C(=NC=CC2)N